6-(4-(4-amino-1-(difluoromethyl)-1H-pyrazol-5-yl)pyridin-2-yl)-6,6-dimethoxy-2-(methoxymethyl)hexanoic acid NC=1C=NN(C1C1=CC(=NC=C1)C(CCCC(C(=O)O)COC)(OC)OC)C(F)F